4-Methylbenzenesulfonic acid (3S)-tetrahydrofuran-3-ylmethyl ester O1C[C@H](CC1)COS(=O)(=O)C1=CC=C(C=C1)C